C1(CC1)C(=O)N1[C@H]2CC(C[C@@H]1CC2)N2N=CC(=C2)[N+](=O)[O-] Cyclopropyl((1R,3r,5S)-3-(4-nitro-1H-pyrazol-1-yl)-8-azabicyclo[3.2.1]octan-8-yl)methanone